S1C=CC2=C1C1=NC3=C4C(C=5C(C3=C1S2)=NSN5)=C5C(=N4)C4=C(S5)C=CS4 [1,2,5]thiadiazolo[3,4-e]thieno[2'',3'':4',5']thieno[2',3':4,5]pyrrolo[3,2-g]thieno[2',3':4,5]thieno[3,2-B]indole